1-(2-(3-oxo-3-(4-(5-(trifluoromethyl)pyrimidin-2-yl)piperazine-1-yl)propoxy)ethyl)pyrido[2,3-d]pyridazine-2,5(1H,6H)-dione O=C(CCOCCN1C(C=CC2=C1C=NNC2=O)=O)N2CCN(CC2)C2=NC=C(C=N2)C(F)(F)F